diisopropyl (1-phenylpropan-2-yl)phosphoramidate C1(=CC=CC=C1)CC(C)NP(OC(C)C)(OC(C)C)=O